C1=CC=CC=2C3=CC=CC=C3C(C12)COC(=O)N[C@H](C(=O)O)CC=1OC(=NN1)C (S)-2-((((9H-fluoren-9-yl)methoxy)carbonyl)amino)-3-(5-methyl-1,3,4-oxadiazol-2-yl)propanoic acid